COC(=O)C=1C2=C(SC1C(=O)O)C=CC(=C2)Br 5-Bromo-benzo[b]thiophene-2,3-dicarboxylic acid 3-methyl ester